4-(4,4,5,5-tetramethyl-1,3,2-dioxaborolan-2-yl)-N-[[3-(trifluoromethyl)phenyl]methyl]benzamide CC1(OB(OC1(C)C)C1=CC=C(C(=O)NCC2=CC(=CC=C2)C(F)(F)F)C=C1)C